C(C)C1=CC=C(C=C1)CC(=O)OCC ethyl 4-ethylphenylacetate